O=C1NC(CCC1N1C(C2=CC=C(C=C2C1)CNC(C(CNC(C(C)C)=O)C1=CC=CC=C1)=O)=O)=O N-((2-(2,6-dioxopiperidin-3-yl)-1-oxoisoindolin-5-yl)methyl)-3-isobutyrylamino-2-phenylpropionamide